ClC1=C(C(=O)C2(CC2)C#N)C=CC=C1F 1-(2-Chloro-3-fluorobenzoyl)cyclopropane-1-carbonitrile